C1(CC1)OC(=O)N1CCN(CC1)C1=CC=C(C=C1)C1=C(C=C(C=C1)Cl)N1CC(CCC1)N1N=CC(=C1C(F)(F)F)C(=O)OCC 4-(4'-chloro-2'-{3-[4-(ethoxycarbonyl)-5-(trifluoromethyl)-1H-pyrazol-1-yl]piperidin-1-yl}[1,1'-biphenyl]-4-yl)piperazine-1-carboxylic acid cyclopropyl ester